3-trifluoromethyl-4-(4-trifluoromethylphenyl)-isocoumarin FC(C=1OC(=O)C2=CC=CC=C2C1C1=CC=C(C=C1)C(F)(F)F)(F)F